C(C)(SC(CC1=CC=NC=C1)(C)C)=O S-(2-methyl-1-(pyridin-4-yl) propan-2-yl) ethanethioate